N[S@](=NC(CC=1C(=C2C=NN(C2=CC1C(C)C)C)C(C)C)=O)(=O)C1=CN=C(S1)C(C)(C)O (R)-N-(amino(2-(2-hydroxypropan-2-yl)thiazol-5-yl)(oxo)-λ6-sulfaneylidene)-2-(4,6-diisopropyl-1-methyl-1H-indazol-5-yl)acetamide